CC(C=O)C 2-methyl-1-propanone